2-fluoro-5-{[4-({3-[methyl(methylsulfonyl)amino]benzyl}amino)-5-(trifluoromethyl)pyrimidin-2-yl]amino}benzamide FC1=C(C(=O)N)C=C(C=C1)NC1=NC=C(C(=N1)NCC1=CC(=CC=C1)N(S(=O)(=O)C)C)C(F)(F)F